I[C@@H]1[C@@H](C1)C(=O)OCC Ethyl (1S,2S)-2-iodocyclopropanecarboxylate